4-(2-nitro-4-(trifluoromethyl)phenyl)-1,4-oxaazepane [N+](=O)([O-])C1=C(C=CC(=C1)C(F)(F)F)N1CCOCCC1